3-(4-chlorophenyl)-4-fluoro-6-(1-(tetrahydro-2H-pyran-4-yl)-1-((trimethylsilyl)oxy)propyl)isobenzofuran-1(3H)-one ClC1=CC=C(C=C1)C1OC(C2=CC(=CC(=C12)F)C(CC)(O[Si](C)(C)C)C1CCOCC1)=O